cis-(2-(3-(m-tolyloxy)cyclohexyl)propan-1-ol) C1(=CC(=CC=C1)O[C@H]1C[C@H](CCC1)C(CO)C)C